CN1N=CC(=C1)CN1C(NC2=C(C1=O)C=CS2)=O 3-((1-methyl-1H-pyrazol-4-yl)methyl)thieno[2,3-d]pyrimidine-2,4(1H,3H)-dione